ClC1=C(C=C(C2=C(C=CC=C12)Cl)C1=C(C=C2C(=NC(=NC2=C1F)OC[C@]12CCCN2C[C@@H](C1)F)N1C[C@@]2(CC[C@H](C1)N2)C)F)O 1,5-dichloro-4-(6,8-difluoro-2-(((2R,7aS)-2-fluorotetrahydro-1H-pyrrolizin-7a(5H)-yl)-methoxy)-4-((1S,5R)-1-methyl-3,8-diaza-bicyclo[3.2.1]octan-3-yl)quinazolin-7-yl)-naphthalen-2-ol